O1CCN2C=CC(C3=CC=CC1=C23)=O dihydro-7H-[1,4]oxazino[2,3,4-ii]quinolin-7-one